dimethyl-N-(2-phenyl-1H-pyrrolo[2,3-b]pyridin-5-yl)-1H-pyrazole-3-carboxamide CC1=C(C(=NN1)C(=O)NC=1C=C2C(=NC1)NC(=C2)C2=CC=CC=C2)C